2,4-dichloro-6,7,8,9-tetrahydro-5H-cyclohepta[b]pyridine-3-carbonitrile ClC1=C(C(=C2C(=N1)CCCCC2)Cl)C#N